5-(5-((1S,2S,4R)-rel-2-amino-7-azabicyclo[2.2.1]heptane-7-carbonyl)-4'-cyano-3'-fluoro-[1,1'-biphenyl]-2-yl)-6-fluoro-1-(2-hydroxy-2-methylpropyl)-1H-indazole-3-carboxylic acid N[C@@H]1[C@@H]2CC[C@H](C1)N2C(=O)C=2C=CC(=C(C2)C2=CC(=C(C=C2)C#N)F)C=2C=C1C(=NN(C1=CC2F)CC(C)(C)O)C(=O)O |o1:1,2,5|